ethyl 7-(methoxymethoxy)-9-(4,4,5,5-tetramethyl-1,3,2-dioxaborolan-2-yl)-2,3-dihydro-1H-cyclopenta[a]naphthalene-2-carboxylate COCOC1=CC2=CC=C3C(=C2C(=C1)B1OC(C(O1)(C)C)(C)C)CC(C3)C(=O)OCC